N-[(6-Amino-2-pyridyl)sulfonyl]-6-(4-isopropylphenyl)-2-(4-methyl-1-piperidyl)pyridin-3-carboxamid NC1=CC=CC(=N1)S(=O)(=O)NC(=O)C=1C(=NC(=CC1)C1=CC=C(C=C1)C(C)C)N1CCC(CC1)C